FC(C=1C=C(C=CC1C1(C(C(=C(C2=CC=CC=C12)N)\N=N\[H])N)S(=O)(=O)O)C1=CC(=C(C=C1)C1(C(C(=C(C2=CC=CC=C12)N)\N=N\[H])N)S(=O)(=O)O)C(F)(F)F)(F)F 1,1'-(3,3'-ditrifluoromethyl[1,1'-biphenyl]-4,4'-diyl)bis{2,4-diamino-3-[(E)-diazenyl]naphthalene-1-sulfonic acid}